tert-butyl 4-[5-(methoxycarbonyl)-1H-pyrrolo[2,3-b]pyridin-3-yl]piperidine-1-carboxylate COC(=O)C=1C=C2C(=NC1)NC=C2C2CCN(CC2)C(=O)OC(C)(C)C